3-benzyl-8-(3,4-dimethoxybenzyl)-4-(4-methoxyphenyl)-5-oxo-4,5-dihydropyrazolo[1,5-a]pyrido[4,3-e]pyrimidin-8-ium bromide [Br-].C(C1=CC=CC=C1)C=1C=NN2C1N(C(C1=C2C=[N+](C=C1)CC1=CC(=C(C=C1)OC)OC)=O)C1=CC=C(C=C1)OC